C1(CCCC1)CC(=O)C1=CC(=C(C=C1C)/N=C/N(C)C)C (E)-N'-(4-(2-cyclopentylacetyl)-2,5-dimethylphenyl)-N,N-dimethylformimidamide